5-((5-Benzoyl-2-((methoxycarbonyl)amino)-1H-benzo[d]imidazol-1-yl)methyl) 1-(tert-butyl) (tert-butoxycarbonyl)-L-glutamate C(C)(C)(C)OC(=O)N[C@@H](CCC(=O)OCN1C(=NC2=C1C=CC(=C2)C(C2=CC=CC=C2)=O)NC(=O)OC)C(=O)OC(C)(C)C